(S)-Dimethyl(((4-(6-(6-(trifluoromethyl)imidazo[1,2-b]pyridazin-3-yl)pyrimidin-4-yl)morpholin-2-yl)methyl)imino)-λ6-sulfanone CS(=O)(=NC[C@@H]1CN(CCO1)C1=NC=NC(=C1)C1=CN=C2N1N=C(C=C2)C(F)(F)F)C